tert-butyl-(3R)-3-(4-bromopyrazol-1-yl)pyrrolidine-1-carboxylic acid tert-butyl ester C(C)(C)(C)OC(=O)N1C([C@@H](CC1)N1N=CC(=C1)Br)C(C)(C)C